4,5,6,7-tetrahydro-2H-isoindole-5,6-diyl bis(2,2-dimethylpropanoate) CC(C(=O)OC1CC2=CNC=C2CC1OC(C(C)(C)C)=O)(C)C